2,3-dimethyl-2H-benzo[g]indazol-5-ol CN1N=C2C3=C(C(=CC2=C1C)O)C=CC=C3